ClC1=NC=C(C(=N1)NC1CC(CCC1)NC(OC(C)(C)C)=O)Cl tert-butyl (3-((2,5-dichloropyrimidin-4-yl)amino)cyclohexyl)carbamate